Cl.Cl.N(=NC(C)(C)C1=NCCCN1)C(C)(C)C1=NCCCN1 2,2'-azobis[2-(3,4,5,6-tetrahydropyrimidin-2-yl)propane]-dihydrochloride